C(C)(C)(C)OC(=O)N1CCC2(CC(CO2)N2C=NC3=CC=C(C=C3C2=O)C(C2=C(C(=CC=C2F)NC(C(F)(F)F)=O)F)=O)CC1.NCCCN 1,3-diaminopropane tert-butyl-3-[6-[2,6-difluoro-3-[(2,2,2-trifluoroacetyl)amino]benzoyl]-4-oxo-quinazolin-3-yl]-1-oxa-8-azaspiro[4.5]decane-8-carboxylate